NCC(C1=CC=C(C=C1)C(F)(F)F)C1=C(C(=NC(=N1)C=1C(=NNC1)C(F)(F)F)N)C1=CC=C(C=C1)Cl 2-Amino-1-[p-(trifluoromethyl)phenyl]ethyl(3-(trifluoromethyl)-1H-pyrazol-4-yl)-5-(p-chlorophenyl)-4-pyrimidinamine